8'-Bromo-3-(4-chlorophenyl)-7'-fluorospiro[cyclobutane-1,1'-pyrrolo[2,3-c]quinolin]-2'(3'H)-one BrC1=CC=2C3=C(C=NC2C=C1F)NC(C31CC(C1)C1=CC=C(C=C1)Cl)=O